5-bromo-3-(4-fluorophenyl)-7-methylquinolin-2-amine BrC1=C2C=C(C(=NC2=CC(=C1)C)N)C1=CC=C(C=C1)F